(S)-methyl 2-(4-aminophenyl)propanoate NC1=CC=C(C=C1)[C@@H](C(=O)OC)C